1-(6-bromo-1-methylindol-3-yl)-1,3-diazine-2,4-dione BrC1=CC=C2C(=CN(C2=C1)C)N1C(NC(C=C1)=O)=O